ClC1=NC=C(C(=N1)C=1C=NN(C1)C1=CC(=NC=C1)OC)Cl 2,5-dichloro-4-[1-(2-methoxy-4-pyridyl)pyrazol-4-yl]pyrimidine